ClC1=C(C=CC(=C1)OC(F)(F)F)[C@H]1[C@@H](O[C@](C1)(C(F)(F)F)C)C(=O)NC1=CC(=NC=C1)C(=O)N |r| rac-4-((2r,3s,5r)-3-(2-chloro-4-(trifluoromethoxy)phenyl)-5-methyl-5-(trifluoromethyl)tetrahydrofuran-2-carboxamido)pyridineamide